tetraethylene glycol methyl tertiary butyl ether C(C)(C)(C)OCCOCCOCCOCCOC